4-amino-7-fluoro-N-((4S)-8-fluoro-7-(trifluoromethyl)-3,4-dihydro-1H-2-benzopyran-4-yl)-N,1-dimethyl-1H-pyrazolo[4,3-c]quinoline-8-carboxamide NC1=NC=2C=C(C(=CC2C2=C1C=NN2C)C(=O)N(C)[C@@H]2COCC1=C2C=CC(=C1F)C(F)(F)F)F